5-(1-ethoxyvinyl)-4-methyl-pyrimidine C(C)OC(=C)C=1C(=NC=NC1)C